bis(2-maleimidophenoxy)diphenylmethane C1(C=CC(N1C1=C(OC(C2=CC=CC=C2)(C2=CC=CC=C2)OC2=C(C=CC=C2)N2C(C=CC2=O)=O)C=CC=C1)=O)=O